Methyl 4-[4-benzyloxy-1-(4-fluorophenyl)-2-(3-methylazetidin-3-yl)indol-3-yl]benzoate C(C1=CC=CC=C1)OC1=C2C(=C(N(C2=CC=C1)C1=CC=C(C=C1)F)C1(CNC1)C)C1=CC=C(C(=O)OC)C=C1